(R)-7-(4-(1-(2,2-difluoro-1-(4-fluorophenyl)propyl)-1H-pyrazol-4-yl)-5-methylpyrimidin-2-yl)-2-(2,5-dimethyl-1H-pyrrol-1-yl)-[1,2,4]triazolo[1,5-a]pyridine FC([C@@H](C1=CC=C(C=C1)F)N1N=CC(=C1)C1=NC(=NC=C1C)C1=CC=2N(C=C1)N=C(N2)N2C(=CC=C2C)C)(C)F